1-(4-(difluoromethoxy)phenyl)-3-(1-propionylpiperidin-4-yl)urea FC(OC1=CC=C(C=C1)NC(=O)NC1CCN(CC1)C(CC)=O)F